CC=1OC2=C(C1C(=O)N[C@@H]1CNCC1)C=C(C=C2)OCC2=C(C=CC=C2)C(F)(F)F (S)-2-methyl-N-(pyrrolidin-3-yl)-5-((2-(trifluoromethyl)benzyl)oxy)benzofuran-3-carboxamide